2-(2,6-dioxopiperidin-3-yl)-5-(((cis-3-(4-(7-morpholinoquinoxalin-2-yl)-1H-pyrazol-1-yl)cyclobutyl)methyl)amino)isoindoline-1,3-dione O=C1NC(CCC1N1C(C2=CC=C(C=C2C1=O)NC[C@@H]1C[C@@H](C1)N1N=CC(=C1)C1=NC2=CC(=CC=C2N=C1)N1CCOCC1)=O)=O